C(=C)C1=CC=C(C=C1)CN1CCCC1 1-[(4-vinylphenyl)methyl]pyrrolidine